(S)-(1-methylpyrrolidin-2-yl)methyl (6-methyl-5-(2-(1-methyl-1H-pyrazol-4-yl)pyrazolo[5,1-b]thiazole-7-carboxamido)pyridin-3-yl)carbamate CC1=C(C=C(C=N1)NC(OC[C@H]1N(CCC1)C)=O)NC(=O)C=1C=NN2C1SC(=C2)C=2C=NN(C2)C